NC=1C2=C(N=CN1)N(C(=C2C(=O)NC2=CC(=C(C=C2)COC)F)Br)C2(CC2)C 4-amino-6-bromo-N-(3-fluoro-4-(methoxymethyl)phenyl)-7-(1-methylcyclopropyl)-7H-pyrrolo[2,3-d]pyrimidine-5-carboxamide